N-cyclopropyl-2-fluoro-1'-((5-fluoro-2-methyl-3-oxo-3,4-dihydroquinoxalin-6-yl)methyl)-1',2',3',6'-tetrahydro-[3,4'-bipyridine]-6-carboxamide C1(CC1)NC(=O)C1=CC=C(C(=N1)F)C=1CCN(CC1)CC=1C(=C2NC(C(=NC2=CC1)C)=O)F